C(C)C(C(=O)[O-])CCCC 2-ethylcaproate